ClC1=CC=C(C=N1)N1CC(CC1)OC=1C=C(C=CC1OC)[C@H]1[C@](CN(C1)C([C@H](CO)O)=O)(C)[C@@H](C)O (2S)-1-((3S,4S)-4-(3-((1-(6-chloropyridin-3-yl)pyrrolidin-3-yl)oxy)-4-methoxyphenyl)-3-((R)-1-hydroxyethyl)-3-methylpyrrolidin-1-yl)-2,3-dihydroxypropan-1-one